COC1=CC=CC(=N1)C 6-methoxy-2-methylpyridin